C1(CCCC1)C(=O)N1CC2(CC1)CNCC2 cyclopentyl-(2,7-diazaspiro[4.4]nonan-2-yl)methanone